ClC1=C(C=C(OCC(=O)NC23CC(C2)(C3)NC(COC3=CC=C(C=C3)C(F)F)=O)C=C1)F 2-(4-chloro-3-fluorophenoxy)-N-(3-{2-[4-(difluoromethyl)phenoxy]acetylamino}bicyclo[1.1.1]pentan-1-yl)acetamide